sodium (S)-3-(3-(1,6-dimethyl-4-oxido-2-oxo-1,2-dihydropyridin-3-yl)ureido)-3-(4-(3-methoxyphenoxy) phenyl)propanoate CN1C(C(=C(C=C1C)[O-])NC(N[C@@H](CC(=O)[O-])C1=CC=C(C=C1)OC1=CC(=CC=C1)OC)=O)=O.[Na+].[Na+]